COCCNC(=O)C=1C=NC2=C(C=CC=C2C1)C1=CCC(CC1)C(F)(F)F N-(2-methoxyethyl)-8-(4-(trifluoromethyl)cyclohex-1-en-1-yl)quinoline-3-carboxamide